N[C@@]1([C@H](CN(CC1)C1=NN2C(S1)=NC=C2C=2C(=NC(=CC2)C(C)C)OC)O)C (3S,4S)-4-amino-1-(5-(6-isopropyl-2-methoxypyridin-3-yl)imidazo[2,1-b][1,3,4]thiadiazol-2-yl)-4-methylpiperidin-3-ol